CCOC(=O)[C@H]1O[C@H](O[C@@H]2[C@H](O)[C@@H](O)[C@@H](O[C@@H]3[C@H](O)[C@@H](O)[C@@H](O)O[C@@H]3C(=O)OCO)O[C@@H]2C(=O)OCO)[C@H](O)[C@@H](O)[C@H]1O[C@H]1O[C@H](C(=O)OCO)[C@H](O)[C@H](O)[C@H]1O tetragalacturonic acid hydroxymethylester